Cl.Cl.NCCCCN(C1=C2CN(C(C2=CC=C1)=O)C1C(NC(CC1)=O)=O)CCCCN 3-(4-(Bis(4-aminobutyl)amino)-1-oxo-isoindolin-2-yl)piperidine-2,6-dione dihydrochloride